C1(=CC=CC=C1)[C@@H](C(C)C)N (R)-1-phenyl-2-methyl-propylamine